dichlorot-butylphosphine ClP(C(C)(C)C)Cl